ClC=1C=C(C(=NC1)OC)S(=O)(=O)NC1=C(C(=C(C=C1)F)C1=CC2=C(N=C(N=C2)S(=O)(=O)C)N2C1=NN=C2)F 5-chloro-N-(2,4-difluoro-3-(2-(methylsulfonyl)-[1,2,4]triazolo[4',3':1,6]pyrido[2,3-d]pyrimidin-6-yl)phenyl)-2-methoxypyridine-3-sulfonamide